C(=O)[C@@H]1CC[C@H](CC1)C1=CC=C(C(=N1)C#N)OC 6-(trans-4-formylcyclohexyl)-3-methoxypicolinonitrile